1-(6,7-dihydro-5H-benzo[6,7]cyclohepta[1,2-c]pyridazin-3-yl)-N3-(4-((4-(pyrrolidin-1-yl)piperidin-1-yl)carbonyl)phenyl)-1H-1,2,4-triazole-3,5-diamine N1=NC(=CC2=C1C1=C(CCC2)C=CC=C1)N1N=C(N=C1N)NC1=CC=C(C=C1)C(=O)N1CCC(CC1)N1CCCC1